BrC=1N=C2C(=C(C(N(C2=CC1)CC1CC1)=O)C#N)N1CCN(CC1)C(C)C1=CC=C(C=C1)F 6-bromo-1-(cyclopropylmethyl)-4-(4-(1-(4-fluorophenyl)ethyl)piperazin-1-yl)-2-oxo-1,2-dihydro-1,5-naphthyridine-3-carbonitrile